FC(OC1=C(C=O)C=CC(=C1)C1=NN(C(=C1)C=1C=NC(=C(C1)F)F)C)F 2-(difluoromethoxy)-4-[5-(5,6-difluoropyridin-3-yl)-1-methyl-1H-pyrazol-3-yl]benzaldehyde